C(C)(C)(C)OC(=O)N1[C@H](C[C@H](CC1)OC1=NC(=NC=C1)C=O)C (2S,4S)-4-((2-formylpyrimidin-4-yl)oxy)-2-methylpiperidine-1-carboxylic acid tert-butyl ester